methyl 3-chloro-2,4-difluorobenzoate ClC=1C(=C(C(=O)OC)C=CC1F)F